2-((3-chloro-5-(2,7-diazaspiro[3.5]nonan-2-yl)-1,2,4-triazin-6-yl)oxy)-N-ethyl-5-fluoro-N-isopropylbenzamide ClC=1N=NC(=C(N1)N1CC2(C1)CCNCC2)OC2=C(C(=O)N(C(C)C)CC)C=C(C=C2)F